CC1=C(C=CC(=C1)C)C1=C(C=CC=C1)C1=NC2=C(N1CC)C=CC(=C2)/C(=C/C)/F (Z)-2-(2',4'-dimethyl-[1,1'-biphenyl]-2-yl)-1-ethyl-5-(1-fluoroprop-1-en-1-yl)-1H-benzo[d]imidazole